1-(2-(ethylamino)-5-fluorophenyl)ethanone C(C)NC1=C(C=C(C=C1)F)C(C)=O